FC=1C=C2C(N(C(C2=CC1)=O)C1C(N(C(CC1)=O)C)=O)=O 5-fluoro-2-(1-methyl-2,6-dioxo-3-piperidyl)isoindoline-1,3-dione